C1(CCC1)C(=O)N1[C@H]([C@H]([C@H](C1)F)NS(=O)(=O)C)CC=1N=C(SC1)C1=CC(=CC(=C1)F)F |r| rac-N-[(2S,3R,4S)-1-(cyclobutanecarbonyl)-2-{[2-(3,5-difluorophenyl)-1,3-thiazol-4-yl]methyl}-4-fluoropyrrolidin-3-yl]methanesulfonamide